3-(3-(phenylethynyl)phenyl)isoxazolidine tert-butyl-(R)-ethyl(pyrrolidin-3-yl)carbamate C(C)(C)(C)OC(N([C@H]1CNCC1)CC)=O.C1(=CC=CC=C1)C#CC=1C=C(C=CC1)C1NOCC1